C1=CC=C(C=C1)C[C@H](C(=O)O)NC(=O)C2=CC=CC=C2 The molecule is a D-phenylalanine derivative that is D-phenylalanine in which one of the hydrogens of the amino group has been replaced by a benzoyl group. It has a role as an insulin secretagogue and a hypoglycemic agent. It is a D-phenylalanine derivative and a 2-(benzoylamino)-3-phenylpropanoic acid. It is an enantiomer of a N-benzoyl-L-phenylalanine.